F[Si](O)(F)F perfluorohydroxysilane